C1(=CCCCCCCCC1)C(C(=O)O)(C1=CCCCCCCCC1)C1=CCCCCCCCC1.CC(C(S(=O)(=O)O)NCCOCC(C)C)(C)C dimethyl-[2-(2-methylpropyloxy)ethyl]amino-1-sulfopropane tricyclodecenyl-acetate